C(C)(C)(C)[C@@]1(N(CCC1)S(=O)(=O)C1=C(C=C(C=C1)C)O[C@@H]1C[C@@H](CCC1)CO)C(=O)O.C(C)(C)(C)[Si](C)(C)OC1CC2C(C2C1)(Br)Br |o1:20,22| tert-butyl-((6,6-dibromobicyclo[3.1.0]hex-3-yl)oxy)dimethylsilane tert-Butyl-((2-(((1S*,3R*)-3-(hydroxymethyl)cyclohexyl)oxy)-4-methylphenyl)sulfonyl)-L-prolinate